bis[bis(tert-butyldimethylsilyl)amino]Methyl-vinyl-silane [Si](C)(C)(C(C)(C)C)N([Si](C)(C)C(C)(C)C)C(N([Si](C)(C)C(C)(C)C)[Si](C)(C)C(C)(C)C)[SiH2]C=C